pentylene glycol dimethyl ether COCCCCCOC